cis-N3-(4-methoxy-5-(1-methyl-1H-benzo[d][1,2,3]triazol-6-yl)pyrrolo[2,1-f][1,2,4]triazin-2-yl)-N1,N1,1-trimethylcyclobutane-1,3-diamine COC1=NC(=NN2C1=C(C=C2)C=2C=CC1=C(N(N=N1)C)C2)NC2CC(C2)(N(C)C)C